cyclopentyl-5-(2-(5-(piperazin-1-yl)pyridin-2-yl)aminopyrimidin-4-yl)-pyridin-2(1H)-one C1(CCCC1)N1C(C=CC(=C1)C1=NC(=NC=C1)NC1=NC=C(C=C1)N1CCNCC1)=O